C(CCCCCCC)C1=CC=C(C=C1)OP(=O)(OC1=CC=C(C=C1)CCCCCCCC)[O-].[Ca+].FC=1C=C(C=CC1F)NC1=CC=C(C=C1)C1=CC=C(NC2=CC(=C(C=C2)F)F)C=C1 N,N'-bis(3,4-difluorophenyl)benzidine calcium bis[4-octylphenyl]phosphate